C(C)OC(=O)C1=NN(C2=C(C(=CC=C12)SCCC(=O)OCC(CCCC)C)Cl)C(=O)OC(C)(C)C 7-chloro-6-((3-((2-methylhexyl)oxy)-3-oxopropyl)thio)-1H-indazole-1,3-dicarboxylic acid 1-tert-butyl 3-ethyl ester